2,7-dibromo-9,9-bis[N-(Boc)aminopropyl]fluorene BrC1=CC=2C(C3=CC(=CC=C3C2C=C1)Br)(CCCNC(=O)OC(C)(C)C)CCCNC(=O)OC(C)(C)C